C(C)(C)(C)OC(=O)[C@@H](CCCCC#N)[C@@H]1CN(CC1)C(=O)OC(C)(C)C tert-Butyl (3R)-3-[(1S)-1-tert-butoxycarbonyl-5-cyano-pentyl]pyrrolidine-1-carboxylate